4-bromo-1-methyl-pyrazolo[3,4-b]pyridine BrC1=C2C(=NC=C1)N(N=C2)C